tert-Butyl (2R,5S)-4-(7-(3-chlorophenyl)-5-cyclopropyl-7H-pyrrolo[2,3-d]pyrimidin-4-yl)-2,5-dimethylpiperazine-1-carboxylate ClC=1C=C(C=CC1)N1C=C(C2=C1N=CN=C2N2C[C@H](N(C[C@@H]2C)C(=O)OC(C)(C)C)C)C2CC2